8-(2-Chloroacetyl)-4-((5-(naphthalen-1-yl)furan-2-yl)methyl)-3-oxo-1-thia-4,8-diazaspiro[4.5]decane-6-carbonitrile ClCC(=O)N1CC(C2(N(C(CS2)=O)CC=2OC(=CC2)C2=CC=CC3=CC=CC=C23)CC1)C#N